2-(trifluoromethyl)pyrimidin-5-yl (3'R)-5',5'-difluoro-2-oxo[1,3'-bipiperidine]-1'-carboxylate FC1(C[C@H](CN(C1)C(=O)OC=1C=NC(=NC1)C(F)(F)F)N1C(CCCC1)=O)F